8-Benzyl-2-((5-ethylfuran-2-yl)methyl)-6-(2-fluorophenyl)imidazo[1,2-a]pyrazin-3(7H)-on C(C1=CC=CC=C1)C1=C2N(C=C(N1)C1=C(C=CC=C1)F)C(C(=N2)CC=2OC(=CC2)CC)=O